dimethoxy-[(2-methyl-1,3-oxathiolan-2-yl)methylthio]-mercaptophosphane COP(S)(SCC1(OCCS1)C)OC